C1(=CC=CC=C1)COC=1C=C(C=CC1)[C@@H](CO)C (S)-2-(3-(phenylmethyloxy)phenyl)propan-1-ol